2-(4,4-difluoroazepan-1-yl)-4-methyl-N-(3-(S-methylsulfonimidoyl)phenyl)-5-(thiazol-2-yl)nicotinamide FC1(CCN(CCC1)C1=C(C(=O)NC2=CC(=CC=C2)S(=O)(=N)C)C(=C(C=N1)C=1SC=CN1)C)F